C1(CCCC1)N1CCN(CC1)C1=CC=C2C(CN(CC2=C1)C(=O)OC(C)C)(C)C isopropyl 7-(4-cyclopentylpiperazin-1-yl)-4,4-dimethyl-3,4-dihydroisoquinoline-2(1H)-carboxylate